FC(F)(F)C=1C(=C(C(=C(C1)C1=CC=CC=C1)C(F)(F)F)C(F)(F)F)C(F)(F)F tetrakis(trifluoromethyl)-[1,1'-biphenyl]